C(#N)C1=CNC2=C(C=CC(=C12)C)NS(=O)(=O)C1=CC=C(CNC(COCCOCCOCCOC2=NOC(=C2)CN2CCC(CC2)OC2=C3C(=NC=C2)C=CS3)=O)C=C1 N-(4-(N-(3-cyano-4-methyl-1H-indol-7-yl)sulfamoyl)benzyl)-2-(2-(2-(2-((5-((4-(thieno[3,2-b]pyridin-7-yloxy)piperidin-1-yl)methyl)isoxazol-3-yl)oxy)ethoxy)ethoxy)ethoxy)acetamide